Cl.N12C(CCC(CC1)C2)O exo-azabicyclo[3.2.1]octan-2-ol hydrochloride